O1CC(CCC1)N1N=C2N=CC(=CC2=C1)C(=O)N 2-(tetrahydro-2H-pyran-3-yl)-2H-pyrazolo[3,4-b]Pyridine-5-carboxamide